3-trifluoromethylcarbonylthiotetrahydrothiophene-1,1-dioxide FC(C(=O)SC1CS(CC1)(=O)=O)(F)F